7-fluoro-6-(4,4,5,5-tetramethyl-1,3,2-dioxaborolan-2-yl)-3,4-dihydro-1H-quinolin-2-one FC1=C(C=C2CCC(NC2=C1)=O)B1OC(C(O1)(C)C)(C)C